NC=1C=CC(=NC1)C1=NC=C(C=C1)N 5,5'-di-Amino-2,2'-bipyridine